N1-(7-chloroquinolin-4-yl)-N2-(2-((7-chloroquinolin-4-yl)amino)ethyl)ethane-1,2-diamine ClC1=CC=C2C(=CC=NC2=C1)NCCNCCNC1=CC=NC2=CC(=CC=C12)Cl